COC=1C=C(C=NC1)C=1C=C2C=C(NC2=CC1C)C1=CC(=NC=C1)C 5-(5-methoxypyridin-3-yl)-6-methyl-2-(2-methylpyridin-4-yl)-1H-indole